(2-(((2-aminoethyl)(methyl)-amino)methyl)-3-(4,4-bis-(methoxymethyl)cyclohexyl)-6,7-dihydropyrazolo[1,5-a]-pyrazin-5(4H)-yl)(4,4-difluorocyclohexyl)-methanone NCCN(C)CC1=NN2C(CN(CC2)C(=O)C2CCC(CC2)(F)F)=C1C1CCC(CC1)(COC)COC